FC1=C2NC(=C1F)C(=C1C(=C(C(=N1)C(=C1C(=C(C(N1)=C(C=1C(=C(C(N1)=C2C2=C(C(=C(C(=C2F)F)F)F)F)F)F)C2=C(C(=C(C(=C2F)F)F)F)F)F)F)C2=C(C(=C(C(=C2F)F)F)F)F)F)F)C2=C(C(=C(C(=C2F)F)F)F)F 2,3,7,8,12,13,17,18-octafluoro-5,10,15,20-tetrakis(pentafluorophenyl)porphyrin